ClC=1C=2C(N=C3N(C2C=CC1)C1=CC(=CC=C1C3(C)C)C3CCN(CC3)CC3COC1(C3)CCN(CC1)C1=CC(=C(C(=C1)F)N1C(CCCC1=O)=O)F)=O (4-(3-((4-(4-chloro-7,7-dimethyl-5-oxo-5,7-dihydroindolo[1,2-a]quinazolin-10-yl)piperidin-1-yl)methyl)-1-oxa-8-azaspiro[4.5]decan-8-yl)-2,6-difluorophenyl)piperidine-2,6-dione